5-(3-Chloro-2-fluoro-phenyl)-N,6-dimethyl-1,1-dioxo-4H-thieno[3,2-e][1,2,4]thiadiazin-3-amine ClC=1C(=C(C=CC1)C1=C(SC2=C1NC(=NS2(=O)=O)NC)C)F